4-(4-(((3-aminooxetan-3-yl)methyl)amino)-6-methylpyrido[3,4-d]pyrimidin-2-yl)-2,3,4,5-tetrahydrobenzo[f][1,4]thiazepine-1,1-Dioxide NC1(COC1)CNC=1C2=C(N=C(N1)N1CCS(C3=C(C1)C=CC=C3)(=O)=O)C=NC(=C2)C